6-chloro-2-methyl-8-(1-tolyl-1H-indol-3-yl)imidazo[1,2-b]Pyridazine ClC=1C=C(C=2N(N1)C=C(N2)C)C2=CN(C1=CC=CC=C21)C2=C(C=CC=C2)C